C1(=CCCCC1)C1=NC(=CC(=C1)C=1C=C(C=CC1OC1=C(C=C(C=C1)F)F)NS(=O)(=O)CC)C N-(3-(2-(cyclohex-1-en-1-yl)-6-methylpyridin-4-yl)-4-(2,4-difluorophenoxy)phenyl)ethanesulfonamide